4-mercaptobutylamine SCCCCN